C1=CC=C2C(=C1)C=CC(=C2N=C=O)N=C=O 1,2-naphthalene diisocyanate